5-(trifluoromethyl)-3-(2-(((4-(trifluoromethyl)phenyl)sulfonyl)methyl)imidazo[1,2-a]pyridin-7-yl)-1,2,4-oxadiazole FC(C1=NC(=NO1)C1=CC=2N(C=C1)C=C(N2)CS(=O)(=O)C2=CC=C(C=C2)C(F)(F)F)(F)F